NC1=C(C(=NC=2N1N=C(C2C2CC2)C)SC)C#N 7-amino-3-cyclopropyl-2-methyl-5-(methylthio)pyrazolo[1,5-a]pyrimidine-6-carbonitrile